ClC1=NC=C(C(=N1)NC(C#N)C1=CC=C(C=C1)C=1N(C=C(N1)C(F)(F)F)C)OC 2-((2-chloro-5-methoxypyrimidin-4-yl)amino)-2-(4-(1-methyl-4-(trifluoromethyl)-1H-imidazol-2-yl)phenyl)acetonitrile